tert-butyl 4-(5-hydroxy-2-pyridinyl)-2-oxo-piperazine-1-carboxylate OC=1C=CC(=NC1)N1CC(N(CC1)C(=O)OC(C)(C)C)=O